7-oxa-spiro[4.5]decane C1CCCC12COCCC2